5-[(3-fluorophenoxy)methyl]oxazole-2(3H)-thione FC=1C=C(OCC2=CNC(O2)=S)C=CC1